2-(3-(benzylamino)propyl)-3-neopentylquinazolin-4(3H)-one bis-hydrochloride salt Cl.Cl.C(C1=CC=CC=C1)NCCCC1=NC2=CC=CC=C2C(N1CC(C)(C)C)=O